S(C)(=O)(=O)O.ClC=1C=C(OC2=CC=NC3=CC(=C(C=C23)C(=O)N)OC)C=CC1NC(=O)NC1CC1 4-(3-chloro-4-(3-cyclopropyl-ureido)phenoxy)-7-methoxyquinoline-6-formamide mesylate